C[Si](CCOC(=O)N[C@@H](C)C(=O)N[C@@H](C)C(=O)N[C@@H](CC(N)=O)C(=O)O)(C)C N-{[2-(trimethylsilyl)ethoxy]carbonyl}-L-alanyl-L-alanyl-L-asparagine